FC1=C(C=CC=C1)C1=CC=C(C=C1)C=CC1=C(N=NN1)C(=O)O 5-(2-(2'-fluoro-[1,1'-biphenyl]-4-yl)vinyl)-1H-1,2,3-triazole-4-carboxylic acid